5-chloro-2-(2-cyclopropoxy-4-fluorophenoxy)-N-(2-oxo-1,2-dihydropyridin-4-yl)-6-(trifluoromethyl)nicotinamide ClC=1C(=NC(=C(C(=O)NC2=CC(NC=C2)=O)C1)OC1=C(C=C(C=C1)F)OC1CC1)C(F)(F)F